C1(CC1)C1=NOC(=N1)C(N1C[C@@H](N(C[C@H]1C)C1=CC(N(C=C1)C)=O)C)C1=CC=C(C=C1)F 4-((2S,5R)-4-((3-cyclopropyl-1,2,4-oxadiazol-5-yl)(4-fluorophenyl)methyl)-2,5-dimethylpiperazin-1-yl)-1-methylpyridin-2(1H)-one